FC1=C(C=CC=2CCOC21)COC2=NSC(=C2)NC(=O)NCCCCN2CCCC2 3-((7-fluoro-2,3-dihydrobenzofuran-6-yl)methoxy)-5-(3-(4-(pyrrolidin-1-yl)butyl)ureido)isothiazole